S(=O)(=O)(ON1[C@@H]2CC[C@H](N(C1=O)C2)C(NC(=O)[C@@H]2CN(CC2)C)=N)[O-].[Na+] Sodium (2S,5R)-2-(N-((S)-1-methylpyrrolidine-3-carbonyl)carbamimidoyl)-7-oxo-1,6-diazabicyclo[3.2.1]octan-6-yl Sulfate